N,N'-bisacetyl-N-methyl-4-nitro-pyrazolecarboxamidine C(C)(=O)N(C(=NC(C)=O)C1=NNC=C1[N+](=O)[O-])C